4-(4-(3-fluorophenoxy)-1H-pyrrolo[2,3-b]pyridin-3-yl)pyrimidin-2-ol hydrochloride Cl.FC=1C=C(OC2=C3C(=NC=C2)NC=C3C3=NC(=NC=C3)O)C=CC1